2-((R)-6-amino-5,6-dihydrospiro[cyclopenta[b]pyridine-7,4'-piperidine]-1'-yl)-5-(2,3-dichlorophenyl)-6-methylpyrimidine-4-carboxamide N[C@@H]1CC=2C(=NC=CC2)C12CCN(CC2)C2=NC(=C(C(=N2)C(=O)N)C2=C(C(=CC=C2)Cl)Cl)C